diselenate [Se](=O)(=O)([O-])O[Se](=O)(=O)[O-]